N-[5-(2,2-difluoroethyl)-4-methoxy-pyrimidin-2-yl]-7-trimethylsilyl-8H-pyrrolo[2,3-e][1,3]benzothiazole-6-sulfonamide FC(CC=1C(=NC(=NC1)NS(=O)(=O)C1=C(NC2=C1C=CC1=C2N=CS1)[Si](C)(C)C)OC)F